FC1=C(C(=CC(=C1)C=1C(=NC=CC1)SCCC)F)CCCCC(=O)O 5-[2,6-difluoro-4-(2-propylsulfanyl-3-pyridyl)phenyl]pentanoic acid